methyl-3-[(p-azidophenyl)-dithio]propioimidate COC(CCSSC1=CC=C(C=C1)N=[N+]=[N-])=N